NC1CCC2=C(N(C1=O)C)N=CC=N2 7-amino-5-methyl-7H,8H,9H-pyrazino[2,3-b]azepin-6-one